phenyl-dimethyl-phosphorus oxide C1(=CC=CC=C1)P(C)(C)=O